(3-chloro-1-isobutyl-1H-indazol-5-yl)-methanol ClC1=NN(C2=CC=C(C=C12)CO)CC(C)C